[Cl-].FC(C=1C(=C(C=CC1)C(C(F)F)[NH3+])F)F 1-(3-(difluoromethyl)-2-fluorophenyl)-2,2-difluoroethan-1-aminium chloride